C(#C)C1=C(C=CC(=C1)C(F)(F)F)NC(C(C)C)=O N-(2-ethynyl-4-(trifluoromethyl)phenyl)-2-methylpropionamide